(3-(3-(N-((5-(2-methoxypyridin-4-yl)-2,3-dihydro-1H-inden-4-yl)carbamoyl)sulfamoyl)-1H-pyrazol-1-yl)cyclohex-1-en-1-yl)boronic acid COC1=NC=CC(=C1)C=1C(=C2CCCC2=CC1)NC(=O)NS(=O)(=O)C1=NN(C=C1)C1C=C(CCC1)B(O)O